3-(4-(3,6-diazabicyclo[3.1.1]heptan-3-yl)-5,6,7-trifluoro-1-oxoisoindolin-2-yl)piperidine-2,6-dione C12CN(CC(N1)C2)C2=C1CN(C(C1=C(C(=C2F)F)F)=O)C2C(NC(CC2)=O)=O